FC1(CCN(CC1)S(=O)(=O)C1=C(C=CC=C1)C1=CC(=CC=C1)OC)C(=O)NC\C=C\S(=O)(=O)C1CCNCC1 4-fluoro-1-[2-(3-methoxyphenyl)phenyl]sulfonyl-N-[(E)-3-(4-piperidylsulfonyl)allyl]piperidine-4-carboxamide